C(CCCCCCCCCCCCCCCCCC)(=O)N(C)CC(=O)O N-n-nonadecanoyl-sarcosine